3,3-diethylglutarate C(C)C(CC(=O)[O-])(CC(=O)[O-])CC